tert-Butyl 3-((4-((3,4-dichlorophenyl)amino)pyrido[3,2-d]pyrimidin-6-yl)oxy)-azetidine-1-carboxylate ClC=1C=C(C=CC1Cl)NC=1C2=C(N=CN1)C=CC(=N2)OC2CN(C2)C(=O)OC(C)(C)C